[Na+].C1=NC=CC2=C(C=CC=C12)NS([O-])(=O)=O 5-Isoquinolinylsulfamic acid sodium salt